C(C)(C)(C)OC(=O)N1CC(C1)N1CCC(CC1)N1C[C@@H]([C@@H](CC1)N1N=C(C=2C1=NC=NC2N)C2=CC=C(C=C2)OC2=CC=CC=C2)F 3-((3S,4R)-4-(4-amino-3-(4-phenoxyphenyl)-1H-pyrazolo[3,4-d]pyrimidin-1-yl)-3-fluoro-[1,4'-bipiperidine]-1'-yl)azetidine-1-carboxylic acid tert-butyl ester